FC(C1=CC=C(C=C1)C(N1C[C@@H](N(C[C@H]1C)N1C2=NC(=NC=C2N=C1C)Cl)C)C1=CC=C(C=C1)C(F)(F)F)(F)F ((2S,5R)-4-(Bis(4-(trifluoromethyl)phenyl)methyl)-2,5-dimethylpiperazin-1-yl)-2-chloro-8-methyl-9H-purine